1-[1-[4-(trifluoro methyl)phenyl]cyclopentyl]ethyl (2S)-2-[(3-hydroxy-4-methoxy-pyridine-2-carbonyl) amino]propanoate OC=1C(=NC=CC1OC)C(=O)N[C@H](C(=O)OC(C)C1(CCCC1)C1=CC=C(C=C1)C(F)(F)F)C